{[4-((1S)-1-{[(3-methyl(2-pyridyl))methyl]amino}ethyl)phenyl]amino}-N-[(4-chlorophenyl)methyl]carboxamide CC=1C(=NC=CC1)CN[C@@H](C)C1=CC=C(C=C1)NC(=O)NCC1=CC=C(C=C1)Cl